CC1(OB(OC1(C)C)C1=C(C=C(C=C1)N1CCN(CC1)C(=O)OC(C)(C)C)OC(F)(F)F)C Tert-butyl 4-(4-(4,4,5,5-tetramethyl-1,3,2-dioxaborolan-2-yl)-3-(trifluoromethoxy)phenyl)piperazine-1-carboxylate